NC([C@H](CC1=CC=C(C=C1)O)NC(=O)[C@H](C(C)C)NC(OCC1=CC=CC=C1)=O)=O Benzyl (1S)-1-({[(1S)-2-amino-1-(4-hydroxybenzyl)-2-oxoethyl] amino} carbonyl)-2-methylpropylcarbamate